9-(4-benzothiazol-2-yl-phenyl)-3,6-di-quinolin-3-yl-9H-Carbazole S1C(=NC2=C1C=CC=C2)C2=CC=C(C=C2)N2C1=CC=C(C=C1C=1C=C(C=CC21)C=2C=NC1=CC=CC=C1C2)C=2C=NC1=CC=CC=C1C2